tert-Butyl (1-(3-((1-(3-bromonaphthalen-1-yl)cyclopropyl)carbamoyl)-4-methylphenoxy)propan-2-yl)carbamate BrC=1C=C(C2=CC=CC=C2C1)C1(CC1)NC(=O)C=1C=C(OCC(C)NC(OC(C)(C)C)=O)C=CC1C